potassium hydrogen telluride [TeH2].[K]